FC(COC=1C(=NC(=NC1OC)NS(=O)(=O)C1=CNC(=C1)C1=NC=NC=C1)OC)F N-[5-(2,2-difluoroethoxy)-4,6-dimethoxy-pyrimidin-2-yl]-5-pyrimidin-4-yl-1H-pyrrole-3-sulfonamide